1,3-difluoro-2-(4-nitrostyryl)benzene FC1=C(C(=CC=C1)F)C=CC1=CC=C(C=C1)[N+](=O)[O-]